5-bromo-6-fluoro-1-(4-fluorobenzyl)-1H-indole BrC=1C=C2C=CN(C2=CC1F)CC1=CC=C(C=C1)F